N-(3',4',5'-trifluorobiphenyl-2-yl)-5-fluoro-1-methyl-3-trifluoromethylpyrazol-4-ylcarboxamide FC=1C=C(C=C(C1F)F)C1=C(C=CC=C1)NC(=O)C=1C(=NN(C1F)C)C(F)(F)F